N-((1s,3s)-3-(6-((4-(4-(7-(2-(2,6-dioxopiperidin-3-yl)-1,3-dioxoisoindoline-5-yl)-7-azaspiro[3.5]nonan-2-yl)piperazin-1-yl)phenyl)amino)-9H-purin-9-yl)cyclobutyl)-6-methylpicolinamide O=C1NC(CC[C@@H]1N1C(C2=CC=C(C=C2C1=O)N1CCC2(CC(C2)N2CCN(CC2)C2=CC=C(C=C2)NC2=C3N=CN(C3=NC=N2)C2CC(C2)NC(C2=NC(=CC=C2)C)=O)CC1)=O)=O